CC1(C2C3C(CC=C3C(CCC21)(O)C)C)C 1,1,4,7-tetramethyl-2,3,6,7,7a,7b-hexahydro-1aH-cyclopropa[e]azulen-4-ol